6-fluoro-3-{1-[4-((S)-3-methoxy-pyrrolidine-1-sulfonyl)-phenyl]-1H-[1,2,3]triazol-4-yl}-1H-quinolin-2-one FC=1C=C2C=C(C(NC2=CC1)=O)C=1N=NN(C1)C1=CC=C(C=C1)S(=O)(=O)N1C[C@H](CC1)OC